dibromo-3,4,6-trifluoro-5-methoxybenzene BrC1=C(C(=C(C(=C1F)F)OC)F)Br